O=C1CC2N(C3=C(N1)C=C(C=N3)C(F)(F)F)CCN(C2)C(=O)OC(C)(C)C t-butyl 6-oxo-3-(trifluoromethyl)-6,7,7a,8,10,11-hexahydropyrazino[1,2-d]pyrido[3,2-b][1,4]diazepine-9(5H)-carboxylate